CC1(OB(OC1(C)C)C=1C=C(C=CC1)C=1CN(CC1)C(C=C)=O)C 1-{3-[3-(4,4,5,5-tetramethyl-1,3,2-dioxaborolan-2-yl)phenyl]-2,5-dihydro-1H-pyrrol-1-yl}prop-2-en-1-one